C(CCC)CC(=O)OC(COC(C)=O)C propylene glycol acetate butyl-acetate